FC(OC=1C=C(C=CC1)C1=NN(C=2C1=NC=C(C2)C(=O)NC2(CCOCC2)[C@@H](C)O)C(C)C)F (R)-3-(3-(difluoromethoxy)phenyl)-N-(4-(1-hydroxyethyl)tetrahydro-2H-pyran-4-yl)-1-isopropyl-1H-pyrazolo[4,3-b]pyridine-6-carboxamide